CC1OC(C2=CC=C(C=C12)C#N)=O 3-methyl-1-oxo-1,3-dihydroisobenzofuran-5-carbonitrile